3-acrylamidopropyltrimethylammonium bromide [Br-].C(C=C)(=O)NCCC[N+](C)(C)C